BrC1=CC(=C(CN2C=C(C(C3=CC=CC=C23)=O)C2=NN=NN2)C=C1)F 1-(4-bromo-2-fluorobenzyl)-3-(1H-tetrazol-5-yl)quinolin-4(1H)-one